C1(CCC1)CN(C(OC(C)(C)C)=O)[C@H]1CN(CCC1)C1=NC(=C(C=C1)C(C)N1N=NC(=C1)C=1C=NC=C(C1)OC)F tert-butyl (cyclobutylmethyl)((3R)-1-(6-fluoro-5-(1-(4-(5-methoxypyridin-3-yl)-1H-1,2,3-triazol-1-yl) ethyl)pyridin-2-yl)piperidin-3-yl)carbamate